C(C)OC(=O)C1=NN(C(C1)C1=CC=CC=C1)C1=CC=C(C=C1)C#N 1-(4-cyanophenyl)-5-phenyl-4,5-dihydro-1H-pyrazole-3-carboxylic acid ethyl ester